(S)-quinuclidin-3-yl (5-(2,5-dichloropyridin-4-yl)-2,2-dimethyl-2,3-dihydro-1H-inden-1-yl)carbamat ClC1=NC=C(C(=C1)C=1C=C2CC(C(C2=CC1)NC(O[C@@H]1CN2CCC1CC2)=O)(C)C)Cl